NC([C@H](CCC(=O)OC(C)(C)C)N1C(C2=CC(=CC(=C2C1)OCC=1C=NC(=CC1)SC1CCN(CC1)C1=C(C=C(C=C1)C#N)F)F)=O)=O Tert-butyl (S)-5-amino-4-(4-((6-((1-(4-cyano-2-fluorophenyl)piperidin-4-yl)thio) pyridin-3-yl)methoxy)-6-fluoro-1-oxoisoindolin-2-yl)-5-oxopentanoate